FC=1C=C(C=C(C1)F)C1CC=NN1C(=O)C12CC(C1)(C2)COC2=CC(=NC=N2)C(=O)N 6-((3-(5-(3,5-difluorophenyl)-4,5-dihydro-1H-pyrazole-1-carbonyl)bicyclo[1.1.1]pent-1-yl)methoxy)pyrimidine-4-carboxamide